NC=1C(=NC2=C(C(=C(C=C2C1NC1C2CN(C1C2)C(=O)OC(C)(C)C)I)Cl)Br)N2CC(C2)N(C)C tert-butyl (endo)-5-((3-amino-8-bromo-7-chloro-2-(3-(dimethylamino)azetidin-1-yl)-6-iodoquinolin-4-yl)amino)-2-azabicyclo[2.1.1]hexane-2-carboxylate